FC(OCCNC(OCC1=CC=CC=C1)=O)F benzyl (2-(difluoromethoxy)ethyl)carbamate